CC=1C(=C(C=C(C1)C(F)(F)F)O)C=1C=CC=2C(N1)=NN(C2)C21COCC(C2)C1 3-methyl-2-[2-(3-oxabicyclo[3.1.1]heptan-1-yl)pyrazolo[3,4-b]pyridin-6-yl]-5-(trifluoromethyl)phenol